5-methoxy-2-methyl-4-(4,4,4-trifluorobutyl)quinazoline COC1=C2C(=NC(=NC2=CC=C1)C)CCCC(F)(F)F